3-(2-((3S,5s)-3-(3-fluoro-1H-pyrazol-4-yl)-5-methylpiperidin-1-yl)pyrimidin-2-yl)-6-(trifluoromethyl)imidazo[1,2-a]pyrazine FC1=NNC=C1[C@H]1CN(C[C@H](C1)C)C1(NC=CC=N1)C1=CN=C2N1C=C(N=C2)C(F)(F)F